BrC=1C2=C(N(N=C2C=C(C1)F)C)CCCNC(OC(C)(C)C)=O tert-butyl N-[3-(4-bromo-6-fluoro-2-methyl-indazol-3-yl)propyl]carbamate